N,N-bis([1,1'-biphenyl]-4-yl)-(9H-carbazol-9-yl)-[1,1'-biphenyl]-4-amine C1(=CC=C(C=C1)N(C1=CC(=C(C=C1)C1=CC=CC=C1)N1C2=CC=CC=C2C=2C=CC=CC12)C1=CC=C(C=C1)C1=CC=CC=C1)C1=CC=CC=C1